4-[[4,6-bis[[4-(2-ethylhexoxy-oxomethyl)phenyl]amino]-1,3,5-triazin-2-yl]amino]benzoic acid 2-ethylhexyl ester C(C)C(COC(C1=CC=C(C=C1)NC1=NC(=NC(=N1)NC1=CC=C(C=C1)C(=O)OCC(CCCC)CC)NC1=CC=C(C=C1)C(=O)OCC(CCCC)CC)=O)CCCC